C(=O)(O)C(=O)O carboxy(carboxylic acid)